tert-butyl 2-((2-chloro-3-(4,4,5,5-tetramethyl-1,3,2-dioxaborolane-2-yl)phenyl)carbamoyl)-1-methyl-1,4,6,7-tetrahydro-5H-imidazo[4,5-c]pyridin-5-carboxylate ClC1=C(C=CC=C1B1OC(C(O1)(C)C)(C)C)NC(=O)C=1N(C2=C(CN(CC2)C(=O)OC(C)(C)C)N1)C